(2-chlorobenzyl)-4-methylbenzenesulfonamide ClC1=C(CC2=C(C=CC(=C2)C)S(=O)(=O)N)C=CC=C1